C(C)OOC(CC(=O)C)=O peroxy-acetoacetic acid ethyl ester